3-(5-(3-(2,6-Diazaspiro[3.4]octan-2-yl)prop-1-yn-1-yl)-3-methyl-2-oxo-2,3-dihydro-1H-benzo[d]imidazol-1-yl)piperidine-2,6-dione C1N(CC12CNCC2)CC#CC2=CC1=C(N(C(N1C)=O)C1C(NC(CC1)=O)=O)C=C2